[Ag].[Au].[Cu].[Sn] tin-copper-gold-silver